6-Fluoro-8-(6-fluoro-1-methylsulfonylindol-4-yl)-1,4,4,9-tetramethyl-5H-pyrazolo[4,3-c]chinolin FC1=CC(=C(C=2C3=C(C(NC12)(C)C)C=NN3C)C)C3=C1C=CN(C1=CC(=C3)F)S(=O)(=O)C